(S)-3-(2-Thienylthio)-butyric acid S1C(=CC=C1)S[C@H](CC(=O)O)C